[NH4+].C(CCCCCCCCCCCCCCCCC)C(=C(C)C)S(=O)(=O)O stearyl-dimethyl-sulfoethylene ammonium